3-endo-(8-2-[cyclohexylmethyl-((S)-2,4-dihydroxybutyryl)amino]ethyl-8-azabicyclo[3.2.1]oct-3-yl)benzamide TFA salt OC(=O)C(F)(F)F.C1(CCCCC1)CN(CCN1C2CC(CC1CC2)C=2C=C(C(=O)N)C=CC2)C([C@H](CCO)O)=O